CC1=C(C(=CC=C1)C)NC1=NN(C2=NC(=NC=C21)NC=2C=C1CN(CC1=CC2)C=2C=C1C(N(C(C1=CC2)=O)C2C(NC(CC2)=O)=O)=O)C 5-((3-((2,6-dimethylphenyl)amino)-1-methyl-1H-pyrazolo[3,4-d]pyrimidin-6-yl)amino)-2'-(2,6-Dioxopiperidin-3-yl)-[2,5'-biisoindoline]-1',3'-dione